C1(CC1)CC(=O)N1[C@H]2CC(C[C@@H]1CCC2)N(C(OC(C)(C)C)=O)C tert-butyl ((1R,3s,5S)-9-(2-cyclopropylacetyl)-9-azabicyclo[3.3.1]nonan-3-yl)(methyl)carbamate